O=C1C(=CC(=NN1)CC(=O)NCCN1CCN(CC1)C1=NC=C(C=N1)C(F)(F)F)C(F)(F)F 2-(6-oxo-5-(trifluoromethyl)-1,6-dihydropyridazin-3-yl)-N-(2-(4-(5-(trifluoromethyl)pyrimidine-2-yl)piperazin-1-yl)ethyl)acetamide